OC(CN(CCCCC(=O)OCCN1CCN(CC1)CCSSCCCN(CC(CCCCCC\C=C/C\C=C/CCCCC)O)CC(CCCCCC\C=C/C\C=C/CCCCC)O)CC(CCCCCC\C=C/C\C=C/CCCCC)O)CCCCCC\C=C/C\C=C/CCCCC 2-(4-(2-((3-(Bis((9Z,12Z)-2-hydroxyoctadeca-9,12-dien-1-yl)amino)propyl)disulfaneyl)ethyl)piperazin-1-yl)ethyl 5-(bis((9Z,12Z)-2-hydroxyoctadeca-9,12-dien-1-yl)amino)pentanoate